tert-butyl (4-(3-(1-acetyl-4-hydroxypiperidin-4-yl)-5-chloro-1,7-dimethyl-2-oxo-1,2-Dihydro-1,6-naphthyridin-8-yl)-2-methylbut-3-yn-2-yl)carbamate C(C)(=O)N1CCC(CC1)(O)C=1C(N(C2=C(C(=NC(=C2C1)Cl)C)C#CC(C)(C)NC(OC(C)(C)C)=O)C)=O